4-amino-N-(cyclopropylmethyl)-N-((6-ethoxy-3-pyridazinyl)methyl)-7-fluoro-3-methyl-3H-pyrazolo[3,4-c]quinoline-8-carboxamide NC1=NC=2C=C(C(=CC2C2=C1N(N=C2)C)C(=O)N(CC=2N=NC(=CC2)OCC)CC2CC2)F